OC[C@H]1OC([C@@H]([C@@H]1O)O)OC (2R,3S,4R)-2-(hydroxymethyl)-5-methoxy-tetrahydrofuran-3,4-diol